C(#N)C1=CC=C(C=C1)NC(=O)NC(CC(=O)O)C(NC(C(=O)OC)C1=CC=CC=C1)=O 3-{[(4-cyanophenyl)carbamoyl]amino}-3-[(2-methoxy-2-oxo-1-phenylethyl)carbamoyl]propionic acid